dihydro-2H-benzo[d]imidazol N1CNC2=C1C=CC=C2